CCCCCCCCCCCCCCCC(=O)OC[C@H](COP(=O)(O)O)O The molecule is a 1-acyl-sn-glycerol 3-phosphate having palmitoyl as the acyl group. It is a 1-acyl-sn-glycerol 3-phosphate and a 1-palmitoylglycerol 3-phosphate. It is a conjugate acid of a 1-palmitoyl-sn-glycerol 3-phosphate(2-).